2-isopropyl-4-[(5-piperazin-1-yl-2-pyridyl)amino]-6H-1,6-naphthyridin-5-one C(C)(C)C1=NC=2C=CNC(C2C(=C1)NC1=NC=C(C=C1)N1CCNCC1)=O